N-(2-(4-benzylpiperidin-1-yl)ethyl)-4-hydroxybenzenesulfonamide C(C1=CC=CC=C1)C1CCN(CC1)CCNS(=O)(=O)C1=CC=C(C=C1)O